6-(((3S,4S)-3,4-difluoropiperidin-1-yl)methyl)-2-(3-(3-((4-methyl-4H-1,2,4-triazol-3-yl)methyl)oxetan-3-yl)phenyl)-4-(trifluoromethyl)isoindolin-1-one F[C@H]1CN(CC[C@@H]1F)CC1=CC(=C2CN(C(C2=C1)=O)C1=CC(=CC=C1)C1(COC1)CC1=NN=CN1C)C(F)(F)F